(6-bromohexyl)trichlorosilane BrCCCCCC[Si](Cl)(Cl)Cl